CN(CC(=O)O)C(=O)C1=CC=CC=C1 N-methyl-hippuric acid